C(C)(CCC)O secamyl alcohol